BrC=1C=NC2=NC=CC=C2C1 3-bromo-1,8-naphthyridine